1-(3-(6-Aminopyridazin-3-yl)prop-2-ynyl)-3-(2,4-bis(trifluoromethyl)phenyl)-5,5,7-trifluoro-4,5-dihydro-1H-benzo[b]azepine-2(3H)-one NC1=CC=C(N=N1)C#CCN1C2=C(C(CC(C1=O)C1=C(C=C(C=C1)C(F)(F)F)C(F)(F)F)(F)F)C=C(C=C2)F